tert-Butyl 3-fluoro-4-(4-(hydroxymethyl)piperidin-1-yl)benzoate FC=1C=C(C(=O)OC(C)(C)C)C=CC1N1CCC(CC1)CO